C1(=CC=CC=C1)C1CCN(CC1)C=1C=C(C=CC1)CC(=O)O 2-(3-(4-phenylpiperidin-1-yl)phenyl)acetic acid